C(C)OC1=NC=CC=C1C1=NC(=C(C=C1)F)C(=O)OC(C)(C)C tert-butyl 2'-ethoxy-5-fluoro-[2,3'-bipyridine]-6-carboxylate